C(CCCCCCCC\C=C/CCCC)(=O)O (10Z)-pentadec-10-enoic acid